[K+].P([O-])([O-])[O-].[K+].[K+] phosphorous acid potassium salt